COCCCCCCCCC1=CC=C(C=C1)NC(=O)N1CCN(CC1)C(=O)OC(C)(C)C tert-Butyl 4-((4-(8-methoxyoctyl)phenyl)carbamoyl)piperazine-1-carboxylate